4,4-dimethyl-6-(5-(5-methyl-4,5,6,7-tetrahydropyrazolo[1,5-a]pyrazin-3-yl)-1H-pyrrolo[2,3-b]pyridin-3-yl)-3,4-dihydroisoquinolin-1(2H)-one CC1(CNC(C2=CC=C(C=C12)C1=CNC2=NC=C(C=C21)C=2C=NN1C2CN(CC1)C)=O)C